C(C1=CC=CC=C1)OP(N)N benzylphosphorodiamidite